(4-morpholinylphenyl)-1,3,5-triazine-2,4-diamine N1(CCOCC1)C1=CC=C(C=C1)C1=NC(=NC(=N1)N)N